BrC1=C(N=C2N1C=CN=C2)C2=CC=C(C=C2)F 3-bromo-2-(4-fluorophenyl)imidazo[1,2-a]pyrazine